CC=1N=C2N(N=C(C=C2C)C=2N=C3N(C(C2)=O)C=C(C=C3C)N3C[C@H](N[C@H](C3)C)C)C1 2-(2,8-dimethylimidazo[1,2-b]pyridazin-6-yl)-7-[(3R,5S)-3,5-dimethylpiperazin-1-yl]-9-methyl-pyrido[1,2-a]pyrimidin-4-one